NCCCC(=O)OC[C@@H]1[C@H]([C@@H]([C@H](C(O)O1)O)O)O 6-O-(4-aminobutanoyl)-D-glucopyranose